methyl N-[5-[6-[[4-chloro-3-(trifluoromethyl) phenyl]-methyl-carbamoyl]imidazo[1,2-a]pyridin-3-yl]-2-pyridyl]carbamate ClC1=C(C=C(C=C1)N(C(=O)C=1C=CC=2N(C1)C(=CN2)C=2C=CC(=NC2)NC(OC)=O)C)C(F)(F)F